5-nitro-N-(1-phenyl-6-(3,4,5-trifluorophenyl)-1H-pyrazolo[3,4-d]pyrimidin-4-yl)thiophene-2-carboxamide [N+](=O)([O-])C1=CC=C(S1)C(=O)NC1=C2C(=NC(=N1)C1=CC(=C(C(=C1)F)F)F)N(N=C2)C2=CC=CC=C2